Cl.NC(CC(=O)O)CC=1N=NN(C1)C1=CC(=C(C=C1)OC1=NC=C(C=C1F)C1=CC=NN1)F 3-amino-4-(1-(3-fluoro-4-((3-fluoro-5-(1H-pyrazol-5-yl)pyridin-2-yl)oxy)phenyl)-1H-1,2,3-triazol-4-yl)butanoic acid hydrochloride